N1=CN=C(C2=C1SC=C2)N[C@@H](C)C2=CC=C(C(=O)O)C=C2 4-[(1S)-1-(thieno[2,3-d]pyrimidin-4-ylamino)ethyl]benzoic acid